N-dihydroxyamyl-glutarimide OC(CCCCN1C(CCCC1=O)=O)O